3',5'-bis(trifluoromethyl)-[1,1'-biphenyl]-2,5-diol FC(C=1C=C(C=C(C1)C(F)(F)F)C=1C(=CC=C(C1)O)O)(F)F